O=C1CCOC2=CC(=CC=C12)NC(C)=O N-(4-oxo-chroman-7-yl)acetamide